(2,3-DIFLUORO-4-METHYLPHENYL)ACETALDEHYDE FC1=C(C=CC(=C1F)C)CC=O